COC1=CC=C(C=C1)CC(=O)N1CCN(CC1)C1=NC=C(C=C1)C1=C2C=NC=NC2=CC(=C1)C=1C=NN(C1)C 2-(4-Methoxyphenyl)-1-(4-(5-(7-(1-methyl-1H-pyrazol-4-yl)quinazolin-5-yl)pyridin-2-yl)piperazin-1-yl)ethan-1-one